C(C)(C)(C)OC(=O)N1CCC(=CC1)C=1C=NC(=C(C1)OC)CN1N=C(C=2N=C(N=C(C21)NCCCC)N)Br 6-((5-amino-3-bromo-7-(butylamino)-1H-pyrazolo[4,3-d]Pyrimidin-1-yl)methyl)-5-methoxy-3',6'-dihydro-[3,4'-bipyridine]-1'(2'H)-carboxylic acid tert-butyl ester